FC(C=O)(F)F.O1COC2=C1C=CC(=C2)C(C)NC(=O)C2CCNCC2 N-(1-(benzo[d][1,3]dioxol-5-yl)ethyl)piperidine-4-carboxamide compound with 2,2,2-trifluoroacetaldehyde